1-(5-(2-fluoro-phenyl)-1-((3-(3-methoxypropoxy)phenyl)sulfonyl)-1H-pyrrol-3-yl)-N-methyl-methylamine hydrochloride Cl.FC1=C(C=CC=C1)C1=CC(=CN1S(=O)(=O)C1=CC(=CC=C1)OCCCOC)CNC